(R)-1-(2-chlorophenyl)ethyl (5-(5-(2,2-difluoro-3-(5-oxo-4,5-dihydro-1,2,4-thiadiazol-3-yl)cyclopropane-1-carboxamido)-6-methylpyridin-2-yl)-3-methylisoxazol-4-yl)-carbamate FC1(C(C1C1=NSC(N1)=O)C(=O)NC=1C=CC(=NC1C)C1=C(C(=NO1)C)NC(O[C@H](C)C1=C(C=CC=C1)Cl)=O)F